CN(C1=NC=CC=C1C1=NC=C2NC(N(C2=N1)CC1=CC=C(C=C1)C=1N(C=C(N1)C(F)(F)F)C)=O)C 2-(2-(dimethylamino)pyridin-3-yl)-9-(4-(1-methyl-4-(trifluoromethyl)-1H-imidazol-2-yl)benzyl)-7,9-dihydro-8H-purin-8-one